4-((2,2-dimethylpent-4-yn-1-yl)oxy)-2-methylbenzoic acid CC(COC1=CC(=C(C(=O)O)C=C1)C)(CC#C)C